2-(benzo[d]oxazol-2-yl)-6-(thiazole-5-carbonyl)-2,6-diazaspiro[3.4]octane-8-carboxamide O1C(=NC2=C1C=CC=C2)N2CC1(C2)CN(CC1C(=O)N)C(=O)C1=CN=CS1